FC1=CC(=CC2=CN(N=C12)C)C=1SC2=C(N1)SC(=C2)N2CC(N(CC2)C(=O)OC(C)(C)C)C tert-butyl 4-[2-(7-fluoro-2-methylindazol-5-yl)thieno[2,3-d][1,3]thiazol-5-yl]-2-methylpiperazine-1-carboxylate